ClC=1C=C(C=CC1O)C=CC(=O)C1=CC=C(OCC#N)C=C1 2-[4-[3-(3-Chloro-4-hydroxyphenyl)prop-2-enoyl]phenoxy]acetonitrile